ClC1=CC2=C(C3=C(O2)C=C2C=C4C(OC5=C4C=CC(=C5)Cl)=CC2=C3)C=C1 3,10-dichloronaphtho[2,3-b:6,7-b']bis-benzofuran